COC1=CC=C(CN(C2=NC=NN3C2=NC=C3C=3C=NN(C3)C=3C=C(C=NC3C)NC(C3=CC(=CC=C3)C(F)(F)F)=O)CC3=CC=C(C=C3)OC)C=C1 N-(5-(4-(4-(bis(4-methoxybenzyl)amino)imidazo[2,1-f][1,2,4]triazin-7-yl)-1H-pyrazol-1-yl)-6-methylpyridin-3-yl)-3-(trifluoromethyl)benzamide